tert-Butyl N-[4-cyano-5-[4-[2-[[3-(3,3-difluoro-1-methylcyclobutyl)isoxazol-5-yl]amino]-2-oxoethyl]phenyl]-2-isopropyl-pyrazol-3-yl]carbamate C(#N)C1=C(N(N=C1C1=CC=C(C=C1)CC(=O)NC1=CC(=NO1)C1(CC(C1)(F)F)C)C(C)C)NC(OC(C)(C)C)=O